5-(4-((5-fluoro-3-oxo-2-(trifluoromethyl)-4H-quinoxalin-6-yl)methyl)piperazin-1-yl)-N-(methyl-d3)pyridine-2-carboxamide FC1=C2NC(C(=NC2=CC=C1CN1CCN(CC1)C=1C=CC(=NC1)C(=O)NC([2H])([2H])[2H])C(F)(F)F)=O